5-(2,4-bis(trifluoromethyl)benzyl)-3-iodo-2-(2,6-diethylphenyl)-6,6-dimethyl-2,4,5,6-tetrahydropyrrolo[3,4-c]Pyrazole FC(C1=C(CN2C(C3=NN(C(=C3C2)I)C2=C(C=CC=C2CC)CC)(C)C)C=CC(=C1)C(F)(F)F)(F)F